C(C)(C)(C)OC(N(C)CCOC1=C(C=C(C=C1F)F)C1=C(C(=CC=C1)C[C@@H]1NC[C@@H]([C@@H]1NS(=O)(=O)C(F)F)F)F)=O tert-Butyl-N-[2-[2-[3-[[(2S,3R,4S)-3-(difluoromethylsulfonylamino)-4-fluoro-pyrrolidin-2-yl]methyl]-2-fluoro-phenyl]-4,6-difluoro-phenoxy]ethyl]-N-methyl-carbamate